5-(2-fluoro-5-((4-oxo-3,4-dihydrophthalazin-1-yl)methyl)phenyl)-1H-benzimidazole FC1=C(C=C(C=C1)CC1=NNC(C2=CC=CC=C12)=O)C1=CC2=C(NC=N2)C=C1